tert-butyl (5-methylthiophen-3-yl)carbamate CC1=CC(=CS1)NC(OC(C)(C)C)=O